FC1=C(C(=O)N[C@@H]2CN(C[C@@H]2F)C(=O)C2CC(C2)F)C=CC(=C1)F 2,4-difluoro-N-[(3R,4S)-4-fluoro-1-(3-fluorocyclobutanecarbonyl)pyrrolidin-3-yl]benzamide